C(C)(C)(C)OC(=O)N1C2CC2N(CC1)CC=1N=NC=CC1.C1(CCC1)C=1C=C2C(=NC1)NC=C2C(=O)C=2C(=C(C(=CC2)F)NS(=O)(=O)CCC)F N-(3-(5-cyclobutyl-1H-pyrrolo[2,3-b]pyridine-3-carbonyl)-2,6-difluorophenyl)propane-1-sulfonamide tert-butyl-5-(pyridazin-3-ylmethyl)-2,5-diazabicyclo[4.1.0]heptane-2-carboxylate